5-bromo-1,2,3-thiadiazole-4-carboxylic acid ethyl ester C(C)OC(=O)C=1N=NSC1Br